C1(CC1)C=1N=CC=2C3=C(C=C(C2C1)S(=O)(=O)NCC(C)C)[C@@H](CC3)N3C(=NN=C3)NC=3N(N=C(C3)C)C (7R)-3-cyclopropyl-7-[3-[(2,5-dimethylpyrazol-3-yl)amino]-1,2,4-triazol-4-yl]-N-(2-methylpropyl)-8,9-dihydro-7H-cyclopenta[H]isoquinoline-5-sulfonamide